3-bromo-1H-indazole-5-carboxylic acid methyl ester COC(=O)C=1C=C2C(=NNC2=CC1)Br